BrC=1C=C(C2=C(N(C=N2)C(C)C)C1)Cl 6-bromo-4-chloro-1-(propan-2-yl)-1H-benzimidazole